benzoyloxytriphenyl-tin C(C1=CC=CC=C1)(=O)O[Sn](C1=CC=CC=C1)(C1=CC=CC=C1)C1=CC=CC=C1